N-(4-fluorobenzyl)-4-((4-(4-(hydroxycarboxyformyl)benzyl)piperazin-1-yl)methyl)benzamide FC1=CC=C(CNC(C2=CC=C(C=C2)CN2CCN(CC2)CC2=CC=C(C=C2)C(=O)C(=O)OO)=O)C=C1